N[C@@H]1C[C@H](CC1O)NC(OC(C)(C)C)=O tert-butyl ((1R,3R)-3-amino-4-hydroxycyclopentyl)carbamate